C1(CC1)C1=CC(=C(C=C1)C(C)NCC)F 1-(4-cyclopropyl-2-fluorophenyl)-N-ethylethan-1-amine